COC1=C(C=CC(=N1)C(=O)OC)C(F)(F)F methyl 6-methoxy-5-(trifluoromethyl)picolinate